C(C)OC(C(C)C1=CC(=C(C(=C1)C(C)(C)C)O)C(C)(C)C)=O (3,5-di-tert-butyl-4-hydroxyphenyl)propionic acid ethyl ester